C1(CC1)C=1C=CC=C2C(=NN(C12)CC1CC1)C1=C(C(=O)N)C=CC(=C1)F (7-cyclopropyl-1-(cyclopropylmethyl)-1H-indazol-3-yl)-4-fluorobenzamide